C(C1=CC=CC=C1)N1CCN(CC1)C12CCC(C1)(C2)C2=NC1=CC=CC=C1C(N2)=O 2-(4-(4-benzylpiperazin-1-yl)bicyclo[2.1.1]hexan-1-yl)quinazolin-4(3H)-one